[3-(methoxymethyl)-5-methyl-isoxazol-4-yl]boronic acid COCC1=NOC(=C1B(O)O)C